methyl 3,5-diiodo-4-hydroxybenzoate IC=1C=C(C(=O)OC)C=C(C1O)I